(R)-2-(7-fluoro-2-(4-(2-(trifluoromethyl)benzoyl)-1H-pyrrol-2-yl)-1H-benzo[d]imidazol-6-yl)hexahydropyrrolo[1,2-a]pyrazin-6(2H)-one FC1=C(C=CC2=C1NC(=N2)C=2NC=C(C2)C(C2=C(C=CC=C2)C(F)(F)F)=O)N2C[C@@H]1N(CC2)C(CC1)=O